C(C)(S[C@@H]1C[C@@H](C1)OC=1C=CC(=C2C=C(N=CC12)Cl)Br)=O S-(cis-3-((5-Bromo-3-chloroisoquinolin-8-yl)oxy)cyclobutyl) ethanethioate